7-ethyl-4-(methylamino)-1-(2-methylpyridin-3-yl)-3-nitro-1,8-naphthyridin-2(1H)-one C(C)C1=CC=C2C(=C(C(N(C2=N1)C=1C(=NC=CC1)C)=O)[N+](=O)[O-])NC